9,10-diphenyl-2-chloroanthracene C1(=CC=CC=C1)C=1C2=CC=CC=C2C(=C2C=CC(=CC12)Cl)C1=CC=CC=C1